SC(C(=O)NCC(=O)O)C N-(2-mercaptopropionyl)-glycine